1,8-nonanediol C(CCCCCCC(C)O)O